3-[(3-chloro-5-fluorobenzyl)sulfanyl]-5-propyl[1,2,4]triazolo[4,3-a]pyrimidin-7(8H)-one ClC=1C=C(CSC2=NN=C3N2C(=CC(N3)=O)CCC)C=C(C1)F